C(C)(=O)OC[C@H](COC1=C(C=C(C=C1Cl)C(C)(C)C1=CC=C(C=C1)OC[C@@H](CCl)OC(C)=O)Cl)OC(C)=O (S)-3-(4-(2-(4-((S)-2-acetoxy-3-chloropropoxy)phenyl)propan-2-yl)-2,6-dichlorophenoxy)propane-1,2-diyl diacetate